N1=CC(=CC=C1N)C=1C=NC=CC1 [3,3'-bipyridin]-6-amine